C(C1=CC=CC=C1)(=O)C(C(C(=O)O)(O)C(C1=CC=CC=C1)=O)(O)C(=O)O.COC(C(CN1C=CC2=C1N=CN=C2C=2C=NN(C2)[C@H](CC#N)C2CCCC2)(C)C)=O (R)-(4-(1-(2-cyano-1-cyclopentylethyl)-1H-pyrazol-4-yl)-7H-pyrrolo[2,3-d]pyrimidin-7-yl)pivalic acid methyl ester (2S,3S)-dibenzoyl-tartrate